OC(C1=CN(C2=CC=CC=C12)C(=O)OC(C)(C)C)C=1SC=C(N1)/C(/C(C)C)=N/OC (E)-tert-Butyl 3-(hydroxy(4-(1-(methoxyimino)-2-methylpropyl)thiazol-2-yl)methyl)-1H-indole-1-carboxylate